O1PC=CC=C1 [1,2]oxaphosphin